2-[(1Z)-1-{[2-Chloro-4-(4-methoxyphenoxy)phenyl]methylidene}-5-fluoro-2-methyl-1H-inden-3-yl]acetic acid ClC1=C(C=CC(=C1)OC1=CC=C(C=C1)OC)\C=C/1\C(=C(C2=CC(=CC=C12)F)CC(=O)O)C